7-(1,3-dimethyl-1H-pyrazol-4-yl)-2-(1H-indol-4-yl)thieno[3,2-d]Pyrimidin-4-yl-3-methylmorpholine CN1N=C(C(=C1)C1=CSC2=C1N=C(N=C2N2C(COCC2)C)C2=C1C=CNC1=CC=C2)C